tert-Butyl (S)-4-((((9H-fluoren-9-yl)methoxy)carbonyl)amino)-5-(((S)-1-methoxy-3-methyl-1-oxobutan-2-yl)amino)-5-oxopentanoate C1=CC=CC=2C3=CC=CC=C3C(C12)COC(=O)N[C@@H](CCC(=O)OC(C)(C)C)C(=O)N[C@H](C(=O)OC)C(C)C